4-(phenylazo)phenyl-2,6-difluorobenzamide C1(=CC=CC=C1)N=NC1=CC=C(C=C1)C=1C(=C(C(=O)N)C(=CC1)F)F